CC1=C(C=CC(=C1)C)SSC1=C(C=C(C=C1)C)C 1-[(2,4-dimethylphenyl)disulfanyl]-2,4-dimethylbenzene